1H-imidazo[4,5-h]-isoquinoline-7,9(6H,8H)-dione N1C=NC=2C=CC=3CC(NC(C3C21)=O)=O